FC1(CCN(CC1)S(=O)(=O)C=1C=C(C(=O)O)C=CC1F)F 3-((4,4-difluoropiperidin-1-yl)sulfonyl)-4-fluorobenzoic acid